(P)-1-(5-fluoro-2-methoxy-4-((1S,2S)-2-(trifluoromethyl)cyclopropyl)phenyl)-N-(isoxazol-3-yl)-2-oxo-1,2-dihydroquinoline-6-sulfonamide FC=1C(=CC(=C(C1)N1C(C=CC2=CC(=CC=C12)S(=O)(=O)NC1=NOC=C1)=O)OC)[C@@H]1[C@H](C1)C(F)(F)F